O1CCOC12CC=C(CC2)B2OC(C)(C)C(C)(C)O2 1,4-dioxaspiro[4.5]dec-7-ene-8-boronic acid pinacol ester